O[C@@]1([C@H](/C=C/[C@@H]([C@H](C(C(C[C@H](CC1)O)=O)=O)\C(\C)=C\C=C\C(C)C1=CC=CC=C1)C)OC(C)=O)C Acetic acid [(2s,3s,4e,6s,7s,10s)-7,10-dihydroxy-3,7-dimethyl-12-oxo-2-[(2e,4e)-6-phenylhept-2,4-dien-2-yl]-1-oxocyclododec-4-en-6-yl] ester